1-(6-bromo-5-fluoro-1H-indol-3-yl)-2,2-difluoroethan-1-one BrC1=C(C=C2C(=CNC2=C1)C(C(F)F)=O)F